7-(3,5-Dimethylisoxazol-4-yl)-4-phenyl-2-piperidin-1-yl-4,5-dihydroimidazo[1,5,4-de][1,4]benzoxazine CC1=NOC(=C1C1=CC=C2C=3N(C(COC31)C3=CC=CC=C3)C(=N2)N2CCCCC2)C